1-[3-(3-{5-[(R)-(1,3-Dimethyl-azetidin-3-yl)-hydroxy-(4-isopropyl-phenyl)-methyl]-pyridin-3-yl}-[1,2,4]oxadiazol-5-yl)-piperidin-1-yl]-ethanone CN1CC(C1)(C)[C@@](C=1C=C(C=NC1)C1=NOC(=N1)C1CN(CCC1)C(C)=O)(C1=CC=C(C=C1)C(C)C)O